2,3-difluoro-N-(6-methylpyridin-2-yl)-5-(4-methylpyridin-3-yl)benzamide FC1=C(C(=O)NC2=NC(=CC=C2)C)C=C(C=C1F)C=1C=NC=CC1C